C(=O)O.COC1=CC=2C3=C(C(=NC2C=C1OCCCN1CCCC1)NC(C)C)CC(C3)(C)C 8-methoxy-2,2-dimethyl-N-(propan-2-yl)-7-[3-(pyrrolidin-1-yl)propoxy]-1H,2H,3H-cyclopenta[c]quinolin-4-amine formate